COC1=C(C=C(C=C1)OC1=CC(=CC=C1)C(F)(F)F)NC(=O)C1CS(CC1)(=O)=O N-(2-Methoxy-5-(3-(trifluoromethyl)phenoxy)phenyl)tetrahydrothiophene-3-carboxamide 1,1-dioxide